(2R)-2-[4-chloro-2-(1,1-difluoropropyl)-5-fluorophenoxy]-3-fluoropropanoic acid ClC1=CC(=C(O[C@H](C(=O)O)CF)C=C1F)C(CC)(F)F